C(C)NC(=O)[C@H]1O[C@H]([C@@H]([C@@H]1O)O)N1C2=NC(=NC(=C2N=C1)NC)C=1C(=NN(C1)C)C1=CC=CC=C1 (2S,3S,4R,5R)-N-ethyl-3,4-dihydroxyl-5-(2-(1-methyl-3-phenyl-1H-pyrazol-4-yl)-6-(methylamino)-9H-purin-9-yl)tetrahydrofuran-2-carboxamide